N[C@@H](CC#N)C(=O)N1CC2=C(CC1)NC(=N2)C2=NNC1=CC(=CC=C21)C2=C(C=C(C=C2)O)CC (S)-3-amino-4-(2-(6-(2-ethyl-4-hydroxyphenyl)-1H-indazol-3-yl)-1,4,6,7-tetrahydro-5H-imidazo[4,5-c]pyridin-5-yl)-4-oxobutanenitrile